2,2'-(4,5,6-tris(10-methylphenazin-5(10H)-yl)-1,3-phenylene)bis(benzo[d]oxazole) CN1C2=CC=CC=C2N(C=2C=CC=CC12)C1=C(C=C(C(=C1N1C=2C=CC=CC2N(C2=CC=CC=C12)C)N1C=2C=CC=CC2N(C2=CC=CC=C12)C)C=1OC2=C(N1)C=CC=C2)C=2OC1=C(N2)C=CC=C1